ClC=1C=C(C=C(C1OC1=NNC(C(=C1)C1CC1)=O)Cl)N1N=C(C(NC1=O)=O)CF 2-(3,5-dichloro-4-((5-cyclopropyl-6-oxo-1,6-dihydropyridazin-3-yl)oxy)phenyl)-6-(fluoromethyl)-1,2,4-triazine-3,5(2h,4h)-dione